3-(5-chloro-7-{[(furan-2-yl)methyl]amino}-3-methylthieno[3,2-b]pyridin-2-yl)-N,N-dimethyl-D-alaninamide ClC1=CC(=C2C(=N1)C(=C(S2)C[C@@H](N)C(=O)N(C)C)C)NCC=2OC=CC2